6-fluoro-7-(hydroxymethyl)-3,5-dihydrofuro[3,2-c]quinolin-4(2H)-one FC1=C(C=CC=2C3=C(C(NC12)=O)CCO3)CO